BrC=1C=NC=C(C1)O[Si](C(C)C)(C(C)C)C(C)C 3-bromo-5-((triisopropylsilyl)oxy)pyridine